N-(5-(1-cyclohexylazetidine-3-carboxamido)-2-methylpyridin-3-yl)-6-(pyridin-4-yl)pyrazolo[1,5-a]pyrazine-3-carboxamide C1(CCCCC1)N1CC(C1)C(=O)NC=1C=C(C(=NC1)C)NC(=O)C=1C=NN2C1C=NC(=C2)C2=CC=NC=C2